Ethyl pyran-3-carboxylate O1CC(=CC=C1)C(=O)OCC